FC1=C(C=C(C(=O)N)C=C1)CN1C(CCCC1)C=O 4-FLUORO-3-[(2-FORMYLPIPERIDIN-1-YL)METHYL]BENZAMIDE